FC=1C(=C(C2=C(CC(O2)(C)CI)C1)C(C)=O)F 1-(5,6-difluoro-2-(iodomethyl)-2-methyl-2,3-dihydrobenzofuran-7-yl)ethan-1-one